N12NNNNNNNNNNCCCCCCCCCCCCCCCCCCCCCCC2CCC1 undecazabicyclo[32.3.0]heptatriacontane